4,4-difluoro-2-(4-fluorophenyl)-N-{4-[2-fluoro-7-(pyridin-2-yl)-5H-pyrrolo[2,3-b]pyrazin-6-yl]pyridin-2-yl}butanamide FC(CC(C(=O)NC1=NC=CC(=C1)C1=C(C=2C(=NC=C(N2)F)N1)C1=NC=CC=C1)C1=CC=C(C=C1)F)F